Cl.C1NCC2=CC(=CC=C12)C=1OC=CN1 2-(isoindolin-5-yl)oxazole hydrochloride